CSC1(C(C2=CC=CC=C2C1)=O)SC 2,2-bis(methylthio)-1-indanone